FC1=C(C(=C(C(=C1F)F)F)F)[B-](C1=C(C(=C(C(=C1F)F)F)F)F)(C1=C(C(=C(C(=C1F)F)F)F)F)C1=C(C(=C(C(=C1F)F)F)F)F.C[NH+](C1=CC=CC=C1)CCCCCCCCCCCC N-methyl-N-dodecylanilinium tetrakis(perfluorophenyl)borate